CC(C)Cl methylethylchloride